6-[(2-cyclopropylmorpholin-4-yl)methyl]-2-(3-{3-[(4-methyl-1,2,4-triazol-3-yl)methyl]oxetan-3-yl}phenyl)-4-(trifluoromethyl)-3H-isoindol-1-one C1(CC1)C1CN(CCO1)CC1=CC(=C2CN(C(C2=C1)=O)C1=CC(=CC=C1)C1(COC1)CC1=NN=CN1C)C(F)(F)F